COC(CNCC1=NC=C(C=C1)C#CC1=CC=C(C=C1)C1=CC(=NO1)CN1C(=NC=C1)[C@H](C)O)=O (S)-((5-((4-(3-((2-(1-hydroxyethyl)-1H-imidazol-1-yl)methyl)isoxazole-5-yl)phenyl)ethynyl)pyridin-2-yl)methyl)glycine methyl ester